7-(4-methoxyphenethyl)-5,6,7,8-tetrahydro-1,6-naphthyridine-2-sulfonic acid COC1=CC=C(CCC2NCC=3C=CC(=NC3C2)S(=O)(=O)O)C=C1